Diethanolamine dimontanate C(CCCCCCCCCCCCCCCCCCCCCCCCCCC)(=O)O.C(CCCCCCCCCCCCCCCCCCCCCCCCCCC)(=O)O.N(CCO)CCO